tributyl-tertiary butyl-phosphonium C(CCC)[P+](C(C)(C)C)(CCCC)CCCC